1-cyclopropyl-4-(6-fluoro-2-methyl-4-carbonylquinolin-1(4H)-yl)-1H-pyrazole-3-carbaldehyde C1(CC1)N1N=C(C(=C1)N1C(=CC(C2=CC(=CC=C12)F)=C=O)C)C=O